C(C)N(C(=O)C1=NC(=CC=C1)CO)C N-ethyl-6-(hydroxymethyl)-N-methylpyridineamide